Cl.Cl.C(C)N1C=NC=C1CN (1-ethyl-1H-imidazol-5-yl)methanamine dihydrochloride